CC1=C(C=2N(C=C1C1=C(C=3N=C(SC3N1)N1CCN(CC1)C(CN(C)C)=O)C(C)C)N=CN2)C 1-(4-(5-(7,8-dimethyl-[1,2,4]triazolo[1,5-a]pyridin-6-yl)-6-isopropyl-4H-pyrrolo[3,2-d]thiazol-2-yl)piperazin-1-yl)-2-(dimethylamino)ethan-1-one